FC=1C=C(C#N)C=CC1SCC1=NC(=CC=C1)OC1CCNCC1 3-fluoro-4-((6-(piperidin-4-yloxy)pyridin-2-yl)methylthio)benzonitrile